3-{2-[3-(2,4-Diamino-6-ethylpyrimidin-5-yloxy)propoxy]phenyl}-N-hydroxypropanamide NC1=NC(=C(C(=N1)N)OCCCOC1=C(C=CC=C1)CCC(=O)NO)CC